dimethylamino-2-methyl-2-propoxytin (II) CN(C)[Sn]OC(C)(C)C